COCN1N=CC=C1 (methoxymethyl)-1H-pyrazole